1-(2-{3-chloro-7H-pyrrolo[2,3-c]pyridazin-7-yl}ethyl)-3-fluoropiperidine ClC1=CC2=C(N=N1)N(C=C2)CCN2CC(CCC2)F